(R)-4-(3-(3-Aminopiperidin-1-carbonyl)-1-(4-(dimethylamino)phenyl)-1H-pyrazol-5-yl)benzonitril N[C@H]1CN(CCC1)C(=O)C1=NN(C(=C1)C1=CC=C(C#N)C=C1)C1=CC=C(C=C1)N(C)C